4-(morpholino)-6-[(2S)-2-phenylpyrrolidin-1-yl]-1H-pyridin-2-one O1CCN(CC1)C1=CC(NC(=C1)N1[C@@H](CCC1)C1=CC=CC=C1)=O